2-methylisoindoline-1,3-dione CN1C(C2=CC=CC=C2C1=O)=O